FC(F)(F)S(=N)C(F)(F)F bis(trifluoromethyl)sulfimide